5-[(6-aminohexyl)amino]-2-(2,6-dioxopiperidin-3-yl)isoindole-1,3-dione NCCCCCCNC=1C=C2C(N(C(C2=CC1)=O)C1C(NC(CC1)=O)=O)=O